6-chloro-1-methyl-2,3-dioxo-2,3-dihydropyrido[2,3-b]pyrazine ClC=1C=CC2=C(NC(C(N2C)=O)=O)N1